C(N)(=O)C=1N(C2=CC(=CC=C2C1)OC(F)(F)F)C1=CC=CC(=N1)C1(CCC1)NCC(=O)O (1-(6-(2-carbamoyl-6-(trifluoromethoxy)-1H-indol-1-yl)pyridin-2-yl)cyclobutyl)glycine